C(C)(C)(C)OC(=O)N1CC2N(C3=C(OC2)C(=C(C=C3)N)Br)CC1 8-amino-7-bromo-1,2,4a,5-tetrahydrobenzo[b]pyrazino[1,2-d][1,4]oxazine-3(4H)-carboxylic acid tert-butyl ester